CCCCCCCCCCCCCCCCCCCCCCCCC(C(=O)O)C(=O)SCCNC(=O)CCNC(=O)[C@@H](C(C)(C)COP(=O)(O)OP(=O)(O)OC[C@@H]1[C@H]([C@H]([C@@H](O1)N2C=NC3=C(N=CN=C32)N)O)OP(=O)(O)O)O The molecule is a 2-carboxyacyl-CoA that results from the formal condensation of the thiol group of coenzyme A with one of the the carboxy groups of 2-carboxyhexacosanoic acid. It is a conjugate acid of a 2-carboxyhexacosanoyl-CoA(5-).